N-((1R)-3-Cyano-3-azabicyclo[3.2.0]heptan-1-yl)-2'-(phenylthio)-[1,1'-biphenyl]-4-carboxamid C(#N)N1C[C@]2(CCC2C1)NC(=O)C1=CC=C(C=C1)C1=C(C=CC=C1)SC1=CC=CC=C1